1-[(5s,7s)-7-fluoro-5-phenyl-6,7-dihydro-5H-pyrrolo[1,2-b][1,2,4]triazol-2-yl]benzotriazole-5-carbonitrile F[C@H]1C[C@H](N2N=C(N=C21)N2N=NC1=C2C=CC(=C1)C#N)C1=CC=CC=C1